N[C@H]1CN(CCCC1)C1=NN(C(C2=CC=CC=C12)=O)C1=C(C=C(C=C1)Cl)F (R)-4-(3-Aminoazepan-1-yl)-2-(4-chloro-2-fluorophenyl)phthalazin-1(2H)-one